(R)-N-(1-(4-(ethylsulfonyl)phenyl)-2-hydroxyethyl)-3-fluoro-4-(isopropyl-(pyridin-2-ylmethyl)amino)benzamide C(C)S(=O)(=O)C1=CC=C(C=C1)[C@H](CO)NC(C1=CC(=C(C=C1)N(CC1=NC=CC=C1)C(C)C)F)=O